C1(=CC=CC=C1)CC=O 2-phenylethan-1-one